C(C1=CC=CC=C1)OC=1C=C2CCN(CC2=C(C1N(C(C(F)(F)F)=O)CC(=O)OC)F)C(=O)OC(C)(C)C tert-butyl 6-(benzyloxy)-8-fluoro-7-[(2-methoxy-2-oxoethyl)(trifluoroacetyl)amino]-3,4-dihydroisoquinoline-2(1H)-carboxylate